C(C)C=1C(=C(C(=O)OCOC)C(=C(C1O)C)C)C methoxymethyl 3-ethyl-4-hydroxy-2,5,6-trimethylbenzoate